ClC1=C(C=CC=C1)C1=CC=CC2=C1SC1=C2C=CC=C1C1=CC=CC=C1 4-(2-chlorophenyl)-6-phenyldibenzo[b,d]thiophene